Triphenylsulfonium p-toluenesulfonate salt CC1=CC=C(C=C1)S(=O)(=O)[O-].C1(=CC=CC=C1)[S+](C1=CC=CC=C1)C1=CC=CC=C1